C1(CCCCC1)CCCC(=O)O.C(C)CC(=O)OC1CCCCC1 CYCLOHEXYL ETHYLACETATE (2-cyclohexylethyl acetate)